ClC=1C=C2C(CC(C2=CC1Cl)=O)=C(C#N)C#N 5,6-dichloro-3-(dicyanomethylene)indene-1-one